(R)-1-(3,3-difluoro-4-((5-(1-(3-fluoropropyl)-1H-benzo[d][1,2,3]triazol-6-yl)-4-methoxypyrrolo[2,1-f][1,2,4]triazin-2-yl)amino)piperidin-1-yl)ethan-1-one-2,2,2-d3 FC1(CN(CC[C@H]1NC1=NN2C(C(=N1)OC)=C(C=C2)C=2C=CC1=C(N(N=N1)CCCF)C2)C(C([2H])([2H])[2H])=O)F